6-[4-Chloro-3-(difluoromethoxy)phenyl]-1-(1H-pyrazol-4-ylmethyl)pyrazolo[4,3-b]pyridine ClC1=C(C=C(C=C1)C=1C=C2C(=NC1)C=NN2CC=2C=NNC2)OC(F)F